CC(C)NC1=CC(=NC=N1)N1CC(C1)CC=O 2-{1-[6-(prop-2-ylamino)pyrimidin-4-yl]Azetidin-3-yl}ethanone